N1(CCOCC1)C1=NC(=NC(=N1)N1CCOCC1)C=1C(=NC=CC1C(F)(F)F)N (4,6-dimorpholin-4-yl-1,3,5-triazin-2-yl)-4-(trifluoromethyl)pyridin-2-amine